C(C)(C)(C)OC(=O)N1C[C@H](CC1)OC=1C=CC=2N=CN=C(C2N1)N[C@H](C)C1=C(C(=CC=C1)Cl)F.CC(=CNC(C)=O)C N-(2-methylpropenyl)acetamide (S)-tert-butyl-3-((4-(((R)-1-(3-chloro-2-fluorophenyl)ethyl)amino)pyrido[3,2-d]pyrimidin-6-yl)oxy)pyrrolidine-1-carboxylate